[4-[(2R)-azetidine-2-carbonyl]piperazin-1-yl]-[4-[[3-[4-(difluoromethoxy)phenyl]imidazo[1,2-a]pyrazin-8-yl]amino]-2-methylphenyl]methanone N1[C@H](CC1)C(=O)N1CCN(CC1)C(=O)C1=C(C=C(C=C1)NC=1C=2N(C=CN1)C(=CN2)C2=CC=C(C=C2)OC(F)F)C